4-bromo-N-[6-(4,4-difluoropiperidin-1-yl)pyridin-2-yl]-2-{spiro[2.5]oct-5-en-6-yl}benzamide BrC1=CC(=C(C(=O)NC2=NC(=CC=C2)N2CCC(CC2)(F)F)C=C1)C1=CCC2(CC2)CC1